C1(=CC=CC=C1)[C@@H]1N(OCC1)C1=CC(=NC=N1)NC1=CC=C(C=C1)N1C(CCC1)=O (R)-1-(4-((6-(3-phenylisoxazolidin-2-yl)pyrimidin-4-yl)amino)phenyl)pyrrolidin-2-one